(S,Z)-3-fluoro-5-(((1-hydroxy-3-(octadec-9-en-1-yloxy)propan-2-yl)oxy)methyl)benzonitrile FC=1C=C(C#N)C=C(C1)CO[C@@H](CO)COCCCCCCCC\C=C/CCCCCCCC